3-(2,6-difluorophenyl)-7-(4-ethyl-3-(hydroxymethyl)-5-oxo-4,5-dihydro-1H-1,2,4-triazol-1-yl)-6-fluoro-1-isopropylcinnolin-4(1H)-one FC1=C(C(=CC=C1)F)C1=NN(C2=CC(=C(C=C2C1=O)F)N1N=C(N(C1=O)CC)CO)C(C)C